6'-((4-(((S)-2-hydroxy-1-phenylethyl)amino)-5-(3-(quinuclidin-4-yl)-1,2,4-oxadiazol-5-yl)pyridin-2-yl)amino)-3'-methyl-2',3'-dihydro-1'H-spiro[cyclopropane-1,4'-isoquinolin]-1'-one OC[C@H](C1=CC=CC=C1)NC1=CC(=NC=C1C1=NC(=NO1)C12CCN(CC1)CC2)NC=2C=C1C3(C(NC(C1=CC2)=O)C)CC3